Bromomalonic acid dimethyl ester COC(C(C(=O)OC)Br)=O